FC1=C(C(=CC(=C1)OCCCC1CCN(CC1)C1=NC=C(C=N1)COC)F)CC(=O)N1CCN(CC1)C[C@@H]([C@H]([C@@H]([C@@H](CO)O)O)O)O 2-(2,6-difluoro-4-(3-(1-(5-(methoxymethyl)pyrimidin-2-yl)piperidin-4-yl)propoxy)phenyl)-1-(4-((2S,3R,4R,5R)-2,3,4,5,6-pentahydroxyhexyl)piperazin-1-yl)ethan-1-one